ethyl-6-((5-carbamoyl-4-(2-methoxy-3-(methylcarbamoyl)anilino)-2-pyridyl)amino)pyridine-3-carboxylate C(C)OC(=O)C=1C=NC(=CC1)NC1=NC=C(C(=C1)NC1=C(C(=CC=C1)C(NC)=O)OC)C(N)=O